(3R)-3-Amino-5-[(4-chlorophenyl)methyl]-8-fluoro-7-[5-(1-fluoro-1-methyl-ethyl)-1,3,4-oxadiazol-2-yl]-1,1-dioxo-2,3-dihydro-1λ6,5-benzothiazepin-4-one N[C@H]1CS(C2=C(N(C1=O)CC1=CC=C(C=C1)Cl)C=C(C(=C2)F)C=2OC(=NN2)C(C)(C)F)(=O)=O